OCC(C)(C)C=1C=C(N(N1)C1=CC=C(C=C1)C)NC(=O)NC1=CC=C(C=C1)OC1=CC=NC=C1 1-[5-(2-Hydroxy-1,1-dimethyl-ethyl)-2-p-tolyl-2H-pyrazol-3-yl]-3-[4-(pyridin-4-yloxy)-phenyl]-urea